4-(4-Methylpiperazin-1-yl)-N-(5-(4-(pyridin-2-yl)piperazin-1-yl)pyrazin-2-yl)benzamid CN1CCN(CC1)C1=CC=C(C(=O)NC2=NC=C(N=C2)N2CCN(CC2)C2=NC=CC=C2)C=C1